N1-(4-(5-(5-(5-(tert-butyl)-1-phenyl-1H-pyrazol-3-yl)-1,2,4-oxadiazol-3-yl)picolinamido)-3-methoxyphenyl)-N4-methylterephthalamide C(C)(C)(C)C1=CC(=NN1C1=CC=CC=C1)C1=NC(=NO1)C=1C=CC(=NC1)C(=O)NC1=C(C=C(C=C1)NC(C1=CC=C(C(=O)NC)C=C1)=O)OC